BrCCCCCCCCCCC1=C(C(=C(C=C1)OC)OC)OC (10-bromodecyl)-1,2,3-trimethoxy-benzene